CC1=C(C=CC=C1NC=1N=CC=C2C=C(C=NC12)CN1C(CCCC1)CC(=O)O)C1=C(C(=CC=C1)OCC1(CC1)CN1CCOCC1)C 1-((8-((2,2'-dimethyl-3'-((1-(morpholinomethyl)cyclopropyl)methoxy)-[1,1'-biphenyl]-3-yl)amino)-1,7-naphthyridin-3-yl)methyl)piperidine-2-acetic acid